FC1=CC=CC=C1C=1C(=CC=CC1)S 6'-fluoro-[1,1'-biphenyl]-2-thiol